FC(C(F)(F)F)C1=C(C=CC(=C1)C)OC1=C(C=C(C=C1)C)C(C(F)(F)F)F 2-tetrafluoroethyl-4-methylphenyl ether